N-Bocpyrrolidine C(=O)(OC(C)(C)C)N1CCCC1